(S)-2-((4-(6-((5-cyanothiazol-2-yl)methoxy)pyridin-2-yl)piperidin-1-yl)methyl)-1-(oxetan-2-ylmethyl)-1H-benzo[d]imidazole-6-carboxylic acid C(#N)C1=CN=C(S1)COC1=CC=CC(=N1)C1CCN(CC1)CC1=NC2=C(N1C[C@H]1OCC1)C=C(C=C2)C(=O)O